((5R,9S)-3-(3,5-Difluorophenyl)-2-methyl-4,5,6,7,8,9-hexahydro-2H-5,9-epiminocycloocta[c]pyrazol-10-yl)(isoquinolin-3-yl)methanone FC=1C=C(C=C(C1)F)C1=C2C(=NN1C)[C@@H]1CCC[C@H](C2)N1C(=O)C=1N=CC2=CC=CC=C2C1